OCCCC1(N(C(N2C1=CC=1C=CC=CC21)=O)OC)C#CCCC2=CC=CC=C2 1-(3-hydroxypropyl)-2-methoxy-1-(4-phenylbut-1-yn-1-yl)-1,2-dihydro-3H-imidazo[1,5-a]indol-3-one